C(C=C)N1N(C2=NC(=NC=C2C1=O)NC1=CC2=C(OC(CO2)CN(C)C)C=C1)C1=NC(=CC=C1)C(C)(C)O 2-allyl-6-((2-((dimethylamino)methyl)-2,3-dihydrobenzo[B][1,4]dioxin-6-yl)amino)-1-(6-(2-hydroxy-propan-2-yl)pyridin-2-yl)-1H-pyrazolo[3,4-d]pyrimidin-3(2H)-one